2-(1-((tert-butyldimethylsilyl)oxy)ethyl)-6-(trifluoromethyl)pyridin-4-amine [Si](C)(C)(C(C)(C)C)OC(C)C1=NC(=CC(=C1)N)C(F)(F)F